N,N-bis(methyl-d3)ethan-1-amine-1,1,2-d3 C(N(C(C[2H])([2H])[2H])C([2H])([2H])[2H])([2H])([2H])[2H]